1-benzopyrane O1CC=CC2=C1C=CC=C2